methyl 1-methyl-6-[4-(2-tetrahydropyran-4-yloxyethoxy)phenoxy]indazole-5-carboxylate CN1N=CC2=CC(=C(C=C12)OC1=CC=C(C=C1)OCCOC1CCOCC1)C(=O)OC